FC=1C=C(C=CC1O)C1OCC2(CC=C(C1C2)CC/C=C/C(=O)OCC)CO (E)-ethyl 5-(4-(3-fluoro-4-hydroxyphenyl)-1-(hydroxymethyl)-3-oxabicyclo[3.3.1]non-6-en-6-yl)pent-2-enoate